C(C)(=O)OC1=C(C=C(C=C1)CC(=O)NC1=CC(=NC=C1)[C@@H]1CC[C@@H](CC1)OC(C)=O)OC 4-[2-({2-[(cis)-4-(acetyloxy) cyclohexyl] pyridin-4-yl} amino)-2-oxoethyl]-2-methoxyphenyl acetate